(E)-1-(1H-benzo[d]imidazol-2-yl)-3-(3-fluoro-4-chlorophenyl)prop-2-en-1-one N1C(=NC2=C1C=CC=C2)C(\C=C\C2=CC(=C(C=C2)Cl)F)=O